Tert-butyl 3-ethyl-4-(trifluoromethylsulfonyloxy)-2,5-dihydropyrrole-1-carboxylate C(C)C=1CN(CC1OS(=O)(=O)C(F)(F)F)C(=O)OC(C)(C)C